4-(1,4-dioxane-2-yl)-2-phenylpyridine O1C(COCC1)C1=CC(=NC=C1)C1=CC=CC=C1